[3-(ethoxycarbonyl)-5-fluorophenyl]Boric acid C(C)OC(=O)C=1C=C(C=C(C1)F)OB(O)O